CN(C1=C(C=C(C=C1CC)P(C1=CC(=C(C(=C1)CC)N(C)C)CC)C=1C(=C(C2=CC=CC=C2C1)C1=CC=CC2=CC=CC=C12)P(C1=CC(=C(C(=C1)CC)N(C)C)CC)C1=CC(=C(C(=C1)CC)N(C)C)CC)CC)C bis[bis(4-dimethylamino-3,5-diethylphenyl)phosphino]-1,1'-binaphthyl